(Z)-N1-(4-(5-(N'-((5-(tert-butyl)-1-phenyl-1H-pyrazole-3-carbonyl)oxy)carbamimidoyl)picolinamido)-3-methoxyphenyl)-N4-methylterephthalamide C(C)(C)(C)C1=CC(=NN1C1=CC=CC=C1)C(=O)O\N=C(/N)\C=1C=CC(=NC1)C(=O)NC1=C(C=C(C=C1)NC(C1=CC=C(C(=O)NC)C=C1)=O)OC